FC1(CN(CC[C@H]1NC1=NN2C(C(=N1)OC)=C(C=C2)C=2C=C(C1=C(N(C=N1)CCF)C2)F)C)F (R)-N-(3,3-difluoro-1-methylpiperidin-4-yl)-5-(4-fluoro-1-(2-fluoroethyl)-1H-benzo[d]imidazol-6-yl)-4-methoxypyrrolo[2,1-f][1,2,4]triazin-2-amine